COC1=C2C=C(NC2=CC=C1)C(=O)N[C@H](C(=O)N[C@H](C(=O)OC)CC=1N(C=NC1)C)CC(C)C methyl (2S)-2-[[(2S)-2-[(4-methoxy-1H-indole-2-carbonyl)amino]-4-methyl-pentanoyl] amino]-3-(3-methylimidazol-4-yl)propanoate